2-(2-hydroxyethyl)amino-4,6-dinitrophenol OCCNC1=C(C(=CC(=C1)[N+](=O)[O-])[N+](=O)[O-])O